(Z)-3-(4-(2-ethoxyvinyl)-3-ethyl-2-oxo-2,3-dihydro-1H-benzo[d]imidazol-1-yl)piperidine-2,6-dione C(C)O\C=C/C1=CC=CC=2N(C(N(C21)CC)=O)C2C(NC(CC2)=O)=O